(RS)-2-(Pyridin-3-yl)-N-(5-(1-(6-(2-(3-(trifluoromethoxy)phenyl)acetamido)-pyridin-3-yl)piperidin-3-yl)-1,3,4-thiadiazol-2-yl)acetamide N1=CC(=CC=C1)CC(=O)NC=1SC(=NN1)[C@H]1CN(CCC1)C=1C=NC(=CC1)NC(CC1=CC(=CC=C1)OC(F)(F)F)=O |r|